5-acetyl-1-bromo-4,6,7,8-tetrahydro-3H-9-oxa-2-thia-4-azabenzo[cd]azulen-3-one C(C)(=O)C=1NC(C=2SC(=C3OCCCC1C23)Br)=O